2-(2-((5-(3-(aminomethyl)phenyl)-2-(difluoromethyl)benzofuran-3-yl)methoxy)phenyl)acetic acid NCC=1C=C(C=CC1)C=1C=CC2=C(C(=C(O2)C(F)F)COC2=C(C=CC=C2)CC(=O)O)C1